N[C@@H]1CC=CC[C@H]1C1=C(C2=NC(=CC(=C2S1)NCC1=CC=NC=C1)Cl)Br 2-((1R,6R)-6-aminocyclohex-3-en-1-yl)-3-bromo-5-chloro-N-(pyridin-4-ylmethyl)thieno[3,2-b]pyridin-7-amine